CC1(CC2(CC2C(=O)N)CCO1)C 5,5-dimethyl-6-oxaspiro[2.5]octane-1-carboxamide